N1C(=NC2=C1C=CC=C2)CCC(=O)N2CC(OCC2)C2=NC(=CC=C2)CC2=C(C=CC=C2)F 3-(1H-benzo[d]imidazol-2-yl)-1-(2-(6-(2-fluorobenzyl)pyridin-2-yl)morpholino)propan-1-one